(1R,5S)-6-(4-(4-chloroquinolin-7-yl)-3-fluorobenzoyl)-3,6-diazabicyclo[3.1.1]heptane-3-carboxylate ClC1=CC=NC2=CC(=CC=C12)C1=C(C=C(C(=O)N2[C@@H]3CN(C[C@H]2C3)C(=O)[O-])C=C1)F